(S)-3-(3-chloro-4-fluorophenyl)-1-methyl-1-(1-(2-ethyl-1-oxo-1,2-dihydroisoquinolin-4-yl)ethyl)urea ClC=1C=C(C=CC1F)NC(N([C@@H](C)C1=CN(C(C2=CC=CC=C12)=O)CC)C)=O